ClC1=CC=C(CC=2C=C(C=C(C2OC)C2=CC=CC=C2)N2N=C(C(C2=O)C(=O)NC2=CC(=CC=C2)C(C)(F)F)C)C=C1 1-(5-(4-chlorobenzyl)-6-methoxy-[1,1'-biphenyl]-3-yl)-N-(3-(1,1-difluoroethyl)phenyl)-3-methyl-5-oxo-4,5-dihydro-1H-pyrazole-4-carboxamide